2-(2-fluoro-4-(((5-oxo-4-(4-(trifluoromethyl)phenyl)-4,5-dihydro-1H-1,2,4-triazole-1-yl)methyl)thio)phenoxy)acetic acid FC1=C(OCC(=O)O)C=CC(=C1)SCN1N=CN(C1=O)C1=CC=C(C=C1)C(F)(F)F